2-(Tri-n-butylstannyl)thiazole CCCC[Sn](CCCC)(CCCC)C1=NC=CS1